(Z)-(2-(2-Fluoro-5-((6-fluoro-3-(2-methoxyvinyl)-4-methyl-1H-indol-5-yl)oxy)phenyl)-1H-imidazol-5-yl)(phenyl)methanone FC1=C(C=C(C=C1)OC=1C(=C2C(=CNC2=CC1F)\C=C/OC)C)C=1NC(=CN1)C(=O)C1=CC=CC=C1